N-(4-methoxy-2-((R)-2-methylmorpholino)-5-((6-((R)-3-(naphthalene-2-yl)isoxazolidine-2-yl)pyrimidine-4-yl)amino)phenyl)acrylamide COC1=CC(=C(C=C1NC1=NC=NC(=C1)N1OCC[C@@H]1C1=CC2=CC=CC=C2C=C1)NC(C=C)=O)N1C[C@H](OCC1)C